(4aR)-11-chloro-10-(2-fluoro-6-methoxyphenyl)-8-(2-isopropyl-4-methylpyridin-3-yl)-6-methyl-2,3,4,4a,6,8-hexahydro-1H-pyrazino[1',2':4,5]pyrazino[2,3-c][1,8]naphthyridine-5,7-dione ClC1=CC=2C3=C(C(N(C2N=C1C1=C(C=CC=C1OC)F)C=1C(=NC=CC1C)C(C)C)=O)N(C([C@@H]1N3CCNC1)=O)C